5-(3-fluoro-4-((6-fluoro-5-(methylsulfonyl)pyrazin-2-yl)ethynyl)phenoxy)-1H-1,2,3-triazole-4-carboxylic acid FC=1C=C(OC2=C(N=NN2)C(=O)O)C=CC1C#CC1=NC(=C(N=C1)S(=O)(=O)C)F